C(C)(C)(C)OC(=O)N1C[C@H]([C@@H](C1)OC=1C=NC(=CC1)C(NC)=O)F (3R,4R)-3-fluoro-4-{[6-(methylcarbamoyl)pyridin-3-yl]oxy}pyrrolidine-1-carboxylic acid tert-butyl ester